FC1=C(CN2C(N(C(C3=C2SC(=C3CN(C)C)C3=CC=C(C=C3)NC(=O)NOC)=O)C3=NNC(C=C3)=O)=O)C(=CC=C1)F 1-[4-[1-(2,6-difluorobenzyl)-5-dimethylaminomethyl-2,4-dioxo-3-(6-oxo-1,6-dihydropyridazin-3-yl)-1,2,3,4-tetrahydrothieno[2,3-d]pyrimidin-6-yl]phenyl]-3-methoxyurea